1-benzyl-5-(methylcarbamoyl)-6-oxo-1,6-dihydropyridine-3-carboxylic acid C(C1=CC=CC=C1)N1C=C(C=C(C1=O)C(NC)=O)C(=O)O